[18F]C(CCCCCC\C=C/CCCCSCCC(=O)O)C 3-{[(5Z)-13-[18F]Fluorotetradec-5-en-1-yl]Sulfanyl}propionic acid